ClC1=NC=C(C(=N1)C1=C2OC[C@@H](N3C(=NC(C(=C1)F)=C32)COC)C)F (S)-6-(2-chloro-5-fluoropyrimidin-4-yl)-8-fluoro-2-(methoxymethyl)-3-methyl-3,4-dihydro-5-oxa-1,2a-diazaacenaphthylene